O1C(OCC1)CO\N=C(/C#N)\C1=CC=CC=C1 (Z)-1,3-dioxolane-2-ylmethoxyimino(phenyl)acetonitrile